C(C)(C)(C)OC(=O)N1C[C@@H](CCC1)N1N=CC=C(C1=O)C (R)-3-(5-methyl-6-oxopyridazin-1(6H)-yl)piperidine-1-carboxylic acid tert-butyl ester